ClC1=CC=C(C=C1)C1=C(C=CC=C1)CN1CCN(CC1)C1=CC=C(C(=O)NS(=O)(=O)C2=CC(=C(C=C2)N[C@@H](CSC2=CC=CC=C2)CCN(C)C)[N+](=O)[O-])C=C1 4-{4-[(4'-Chloro[1,1'-biphenyl]-2-yl)methyl]piperazin-1-yl}-N-(4-{[(2R)-4-(dimethylamino)-1-(phenylsulfanyl)butan-2-yl]amino}-3-nitrobenzene-1-sulfonyl)-benzamide